N-(3-(3,5-difluoropyridin-2-yl)-1-((1r,4r)-4-ethoxycyclohexyl)-1H-pyrazol-4-yl)-2-(1H-pyrazol-4-yl)thiazole-4-carboxamide FC=1C(=NC=C(C1)F)C1=NN(C=C1NC(=O)C=1N=C(SC1)C=1C=NNC1)C1CCC(CC1)OCC